ClCC1=NNC(=C1)C(=O)OCC Ethyl 3-(chloromethyl)-1H-pyrazole-5-carboxylate